4H-1,3-thiazin-2-amine S1C(=NCC=C1)N